(R)-4-((methylamino)methyl)-6-(2-methylpyrrolidin-1-yl)-2,3-dihydro-1H-pyrrolo[3,4-c]pyridine CNCC1=NC(=CC2=C1CNC2)N2[C@@H](CCC2)C